ClC1=C(C(=CC(=C1)C(F)(F)F)Cl)N1N=C(C(=C1NCC(=C)C)S(=O)C(F)(F)F)C#N 1-[2,6-dichloro-4-(trifluoromethyl)phenyl]-5-[(2-methyl-2-propen-1-yl)-amino]-4-[(trifluoromethyl)sulfinyl]-1H-pyrazole-3-carbonitrile